O=C(CCCCCCCCCCC)N1CCCCCC1 N-(1-oxododecyl)-hexahydro-1H-azepine